2-(4-(2-(bis(naphthalen-2-ylmethyl)phosphoryl)ethyl)benzyl)isoindolin-1-one C1=C(C=CC2=CC=CC=C12)CP(=O)(CC1=CC2=CC=CC=C2C=C1)CCC1=CC=C(CN2C(C3=CC=CC=C3C2)=O)C=C1